1-(2,6-dibenzyloxy-3-pyridyl)-4-iodo-3-methyl-benzimidazol-2-one C(C1=CC=CC=C1)OC1=NC(=CC=C1N1C(N(C2=C1C=CC=C2I)C)=O)OCC2=CC=CC=C2